N[C@@H]1C2=CC=CC=C2CC12CCN(CC2)C2=NC=1C(=NC=C(N1)SC1=C(C(=NC=C1)NC(C)=O)Cl)N2 (S)-N-(4-((2-(1-amino-1,3-dihydrospiro[indene-2,4'-piperidin]-1'-yl)-1H-imidazo[4,5-b]pyrazin-5-yl)thio)-3-chloropyridin-2-yl)acetamide